N-(4-methyl-5-nitrothiazol-2-yl)-5-(butylamino)-[1,1'-biphenyl]-2-carboxamide CC=1N=C(SC1[N+](=O)[O-])NC(=O)C=1C(=CC(=CC1)NCCCC)C1=CC=CC=C1